(S)-2-((1-(2-(bis(3-cyclopropylphenyl)methylene)hydrazineyl)-1-oxopropan-2-yl)carbamoyl)-4-methoxypyridin-3-yl isobutyrate C(C(C)C)(=O)OC=1C(=NC=CC1OC)C(N[C@H](C(=O)NN=C(C1=CC(=CC=C1)C1CC1)C1=CC(=CC=C1)C1CC1)C)=O